methyl 1-[4-[benzenesulfonyl(methyl)amino]phenyl]-7-fluoro-5-methyl-2,3,4,9-tetrahydro-1H-pyrido[3,4-b]indole-3-carboxylate C1(=CC=CC=C1)S(=O)(=O)N(C1=CC=C(C=C1)C1NC(CC2=C1NC1=CC(=CC(=C21)C)F)C(=O)OC)C